N[C@@H]1CN(CCC1)C1=CC(=NC=C1C=1C=NN(C1)CC(F)(F)F)NC1=CC=C2C(=N1)N(N=C2N)C(C)C N6-[4-[(3S)-3-Amino-1-piperidyl]-5-[1-(2,2,2-trifluoroethyl)pyrazol-4-yl]-2-pyridyl]-1-isopropyl-pyrazolo[3,4-b]pyridine-3,6-diamine